C(C1=CC=CC=C1)O[C@H]1CN(C[C@H](C1OCC1=CC=CC=C1)OCC1=CC=CC=C1)C[C@@H]1CNCCC1 (3S,4S,5R)-3,4,5-tris(benzyloxy)-1-((S)-piperidin-3-ylmethyl)piperidine